(2-(4-fluorophenyl)-5-(2-nitrophenyl)Oxazol-4-yl)methanone FC1=CC=C(C=C1)C=1OC(=C(N1)C=O)C1=C(C=CC=C1)[N+](=O)[O-]